5-phenylpentyl Cyanide C1(=CC=CC=C1)CCCCCC#N